dimethyl-2,3-dihydroxybenzamide CC=1C(=C(C(=C(C(=O)N)C1)O)O)C